N1N=C(C2=CC=CC=C12)C1(CC12CC2)C#N INDAZOLYL-SPIRO[2.2]PENTANE-CARBONITRILE